N-(4-(6-oxo-6-(phenylamino)hexyl)phenyl)piperazine-1-carboxamide hydrogen chloride Cl.O=C(CCCCCC1=CC=C(C=C1)NC(=O)N1CCNCC1)NC1=CC=CC=C1